ClC1=CC=C(C=N1)CN1N=CC(=C1)CNC1=NC=2N([C@H](C(NC2C(=N1)C)=O)C)C (7S)-2-(((1-((6-chloropyridin-3-yl)methyl)-1H-pyrazol-4-yl)methyl)amino)-4,7,8-trimethyl-7,8-dihydropteridin-6(5H)-one